1-(4-(2-ethylhydrazine-1-carbonyl)benzyl)-3-(quinolin-8-yl)urea C(C)NNC(=O)C1=CC=C(CNC(=O)NC=2C=CC=C3C=CC=NC23)C=C1